3-ethylsulfonyl-6-iodo-2-[3-methyl-6-trisFluoromethylimidazo[4,5-b]Pyridin-2-yl]Imidazo[1,2-a]Pyridine-8-carbonitrile C(C)S(=O)(=O)C1=C(N=C2N1C=C(C=C2C#N)I)C2=NC=1C(=NC=C(C1)C(F)(F)F)N2C